FC1(C(C(C2=CC=CC=C12)=O)(C#N)C#N)F bis-fluorobis-cyanoindanone